O[C@H]1[C@@H](CCC1)CN1C(C2=CC(=C(C=C2C1)NC(=O)C=1C=NN2C1N=CC=C2)N2CCOCC2)=O N-(2-(((1S,2R)-2-hydroxycyclopentyl)methyl)-6-morpholino-1-oxoisoindolin-5-yl)pyrazolo[1,5-a]pyrimidine-3-carboxamide